N1=CN=CC(=C1)OC1=CC=C(C=C1)N1C(N(CC1=O)C1=CC(=CC=C1)C(F)(F)F)=O 3-[4-(5-pyrimidinyloxy)phenyl]-1-[3-(trifluoromethyl)phenyl]-2,4-imidazolidinedione